3-dimethylamino-5-phenylphenazine chloride [Cl-].CN(C=1C=CC=2NC3=CC=CC=C3N(C2C1)C1=CC=CC=C1)C